C1=COC(O1)C(=O)[O-] dioxacyclopentene-4-carboxylate